(R)-3-Amino-1-(2-((6-amino-9H-purin-9-yl)methyl)-4-chloro-3-vinylphenyl)-N-cyclopropylpyrrolidin-3-carboxamid N[C@]1(CN(CC1)C1=C(C(=C(C=C1)Cl)C=C)CN1C2=NC=NC(=C2N=C1)N)C(=O)NC1CC1